N,N-diethylthiophosphoric acid triamide C(C)N(P(N)(N)=S)CC